8-chloro-2-(5-methyltetrahydrofuran-3-yl)-1-[(2R,4R)-2-methyltetrahydro-2H-pyran-4-yl]-1H-imidazo[4,5-c]quinoline ClC1=CC=2C3=C(C=NC2C=C1)N=C(N3[C@H]3C[C@H](OCC3)C)C3COC(C3)C